C(C1=CC=CC=C1)OC(=O)NC12CC(C1)(C2)C(=O)OC methyl 3-(((benzyloxy)carbonyl)amino)bicyclo[1.1.1]pentane-1-carboxylate